P(=O)(O)(O)O.ClC1=C(C=CC(=C1)F)[C@H]1C(=C(N=C(N1)C=1SC=CN1)CN1C[C@@H]2N(CC1)C(N(C2)C2=CC=C(C(=O)O)C=C2)=O)C(=O)OC 4-((S)-7-(((R)-6-(2-chloro-4-fluorophenyl)-5-(methoxycarbonyl)-2-(thiazole-2-yl)-1,6-dihydropyrimidine-4-yl)methyl)-3-oxohexahydroimidazo[1,5-a]pyrazine-2(3H)-yl)benzoic acid phosphate